FC(C1=CC=CC(N1)=O)(F)F 6-(trifluoromethyl)-2-pyridone